CNC.CC1=CC=C(C=C1)S(=O)(=O)O p-toluenesulfonic acid dimethylamine salt